CC([C@@H](C(NC)=O)NC(=O)C[C@H](CCCN1C(=NC=C1)[N+](=O)[O-])NC(OC(C)(C)C)=O)(C)C tert-butyl N-[(2S)-1-{[(1S)-2,2-dimethyl-1-(methylcarbamoyl)propyl]carbamoyl}-5-(2-nitro-1H-imidazol-1-yl)pentan-2-yl]carbamate